FC1=C(C=C2C=NN(C2=C1)C1=CC=C(C=C1)F)C1N(CCN(C1)S(=O)(=O)C1=NN(N=C1)C)CC(C)C 6-fluoro-1-(4-fluorophenyl)-5-(1-isobutyl-4-((2-methyl-2H-1,2,3-triazol-4-yl)sulfonyl)piperazin-2-yl)-1H-indazole